(R)-2-fluoro-N-(8-methylisoquinolin-1-yl)-N-(piperidin-3-yl)-4-((4-(pyridin-3-yl)pyrimidin-2-yl)amino)benzamide FC1=C(C(=O)N([C@H]2CNCCC2)C2=NC=CC3=CC=CC(=C23)C)C=CC(=C1)NC1=NC=CC(=N1)C=1C=NC=CC1